C[Si](O[Si](CCCOC(C(=C)C)=O)(O[Si](C)(C)C)O[Si](C)(C)C)(C)C 3-[tris(trimethylsiloxy)silyl]propylmethacrylate